N1C(=NC2=C1C=CC=C2)C2=CC(=CC=C2O)C 2-(1H-benzo[d]imidazole-2-yl)-4-cresol